C(C)OCC1(CCN(CC1)CC=1C=NC=CC1)CCC1=CC=CC=C1 3-((4-(ethoxymethyl)-4-phenethylpiperidin-1-yl)methyl)pyridine